C1CCC2=C(C=3CCCC3C=C12)NC(=O)N=S(=O)(N)C1=NN(C=C1)C(C)C N'-(1,2,3,5,6,7-hexahydro-s-indacen-4-ylcarbamoyl)-1-isopropyl-1H-pyrazole-3-sulfonimidamide